2-ethylamino-1,3-propanediol C(C)NC(CO)CO